CN1CCN(CC1)CC(=O)NCC1=CC=C(C=C1)NC1=CC=CC=C1 2-(4-Methylpiperazin-1-yl)-N-(4-(phenylamino)benzyl)acetamide